methyl 5-chloro-3-(hydroxymethyl)-2-methoxybenzoate ClC=1C=C(C(=C(C(=O)OC)C1)OC)CO